N,N-bis(trimethylsilyl)amide C[Si]([N-][Si](C)(C)C)(C)C